(R)-(4-cyclopropyloxazol-5-yl)(4-(4-(difluoromethyl)pyrazolo[1,5-a]pyridin-2-yl)-1,4,6,7-tetrahydro-5H-imidazo[4,5-c]pyridin-5-yl)methanone C1(CC1)C=1N=COC1C(=O)N1[C@H](C2=C(CC1)NC=N2)C2=NN1C(C(=CC=C1)C(F)F)=C2